Pyrimidin-4-amine-1-d N1(CN=C(C=C1)N)[2H]